C(C1=CC=CC=C1)N([C@@H]1CC[C@H](CC1)OCCC1C[C@H](N([C@H](C1)C)C(=O)OC(C)(C)C)C)CC1=CC=CC=C1 Tert-butyl (2R,6S)-4-(2-((trans-4-(dibenzylamino) cyclohexyl) oxy) ethyl)-2,6-dimethylpiperidine-1-carboxylate